bis(4-bromophenyl)sulfane BrC1=CC=C(C=C1)SC1=CC=C(C=C1)Br